OC1(CN(CC1)C(C)=O)C 1-(3-hydroxy-3-methyl-pyrrolidin-1-yl)ethanone